C(#N)C=1C=2CCCC2C(=C2CCCC12)NC(=O)N=[S@](=O)(N)C=1SC(=CC1F)[C@@](CO)(C)O |&1:18| (R,S) and (S,S)-N'-((8-cyano-1,2,3,5,6,7-hexahydro-s-indacen-4-yl)carbamoyl)-5-(1,2-dihydroxypropan-2-yl)-3-fluorothiophene-2-sulfonimidamide